(4R)-tert-butyl 4-((8R,9aS)-8-((tert-butoxycarbonyl)amino)-1-oxo-5-phenethylhexahydro-1H-pyrrolo[1,2-a][1,4]diazepin-2(3H)-yl)-5-(((5-chloropyridin-2-yl)methyl)amino)-5-oxopentanoate C(C)(C)(C)OC(=O)N[C@@H]1C[C@@H]2N(C(CCN(C2=O)[C@H](CCC(=O)OC(C)(C)C)C(=O)NCC2=NC=C(C=C2)Cl)CCC2=CC=CC=C2)C1